2-Dicyclohexylphosphino-2,6-diisopropoxy-1,1-biphenyl C1(CCCCC1)P(C1(C(=C(C=CC1)OC(C)C)C1=CC=CC=C1)OC(C)C)C1CCCCC1